C(#N)C1=CC=C(C=C1)C1CCN(CC1)C(=O)C=1C=CC(=C(C(=O)NCC2OCCC2)C1)C 5-(4-(4-cyanophenyl)piperidine-1-carbonyl)-2-methyl-N-((tetrahydrofuran-2-yl)methyl)benzamide